C1(=CC=CC2=CC=CC=C12)S(=O)(=O)C1=CC=C(C=C1)CNC(=O)C=1C=NC=2N(C1)C=CN2 N-{[4-(naphthalene-1-sulfonyl)phenyl]methyl}imidazo[1,2-a]pyrimidine-6-carboxamide